COC1=C(C(=C(C(=C1)C)C1CC(CC(C1)=O)=O)C)C 5-(4-methoxy-2,3,6-trimethylphenyl)-1,3-cyclohexanedione